C(#N)CC1CCC(CC1)N1C(=NC=2C1=C1C(=NC2)NC=C1)CNC(=O)N 1-((1-((1r,4r)-4-(cyanomethyl)cyclohexyl)-1,6-dihydroimidazo[4,5-d]pyrrolo[2,3-b]pyridin-2-yl)methyl)urea